COC(C(=O)O)(C)C 2-methoxy-2-methyl-propanoic acid